COC=1C=CC2=C(N(C(O2)=O)CC(=O)N)C1 2-(5-methoxy-2-oxobenzo[d]oxazol-3(2H)-yl)acetamide